COCC1=NC2=CC=CC=C2C(=N1)S 2-(methoxymethyl)quinazoline-4-thiol